C1(=CC=CC=C1)C1=CC2=C(N(C=N2)CC2=CC=C(C=C2)C(F)(F)F)C(=C1)C(=O)NCC1=CC=C(C(=O)O)C=C1 4-((5-phenyl-1-(4-(trifluoromethyl)benzyl)-1H-benzo[d]imidazole-7-carboxamido)-methyl)benzoic acid